8-methyl-3,1-benzoxazin-4-one CC1=CC=CC=2C(OC=NC21)=O